3-methylenecyclobutan-1-one C=C1CC(C1)=O